ClC1=CC=C(OC(C(=O)OC2=C3C(=CNC3=CC=C2)CCN(C)C)(C)C)C=C1 3-(2-(dimethylamino)ethyl)-1H-indol-4-yl 2-(4-chlorophenoxy)-2-methylpropanoate